1-dimethylamino-1,1,2,3,3,3-hexamethyldisilazane CN([Si](N([Si](C)(C)C)C)(C)C)C